BrC1=CC=C(C=C1)C1=NC=2CC3=CC=CC=C3C2C=N1 2-(4-bromophenyl)-1,3-diazafluorene